C(C)O[Si](C=1C=C(C=CC1)C1OCCO1)(OCC)OCC 2-(3-triethoxysilylphenyl)-1,3-dioxolane